2-(2,2-dimethoxyethoxy)-4-nitrobenzaldehyde COC(COC1=C(C=O)C=CC(=C1)[N+](=O)[O-])OC